N1N=CC2=NC(=CC=C21)OC=2C=CC=1C3=C(N(C1C2)C)C(N(N=C3)CC3=NC(=CC=C3)C)=O 7-((1H-pyrazolo[4,3-b]pyridin-5-yl)oxy)-5-methyl-3-((6-methylpyridin-2-yl)methyl)-3,5-dihydro-4H-pyridazino[4,5-b]indol-4-one